[Cl-].C(CCC)[N+](C[Si](C)(C)Cl)(CCCC)CCCC tributyl-{(chlorodimethylsilyl)methyl}ammonium chloride